N-[5-[2-[6-(difluoromethoxy)-8-fluoro-1-oxo-3,4-dihydroisoquinolin-2-yl]-3-(hydroxymethyl)-4-pyridinyl]-1-methyl-2-oxo-3-pyridinyl]-2-fluoro-cyclopropanecarboxamide FC(OC=1C=C2CCN(C(C2=C(C1)F)=O)C1=NC=CC(=C1CO)C=1C=C(C(N(C1)C)=O)NC(=O)C1C(C1)F)F